2-methyl-2-phthalazin-6-yl-propanenitrile CC(C#N)(C)C=1C=C2C=NN=CC2=CC1